CN1C([C@H](CC1)NCCN1N=CC(=C1)C=1N=C(C=2N(C1)N=CC2)C=2C=NN(C2)C(CC)CC)=O (S)-1-methyl-3-((2-(4-(4-(1-(pentan-3-yl)-1H-pyrazol-4-yl)pyrazolo[1,5-a]-pyrazin-6-yl)-1H-pyrazol-1-yl)ethyl)amino)pyrrolidin-2-one